[5-(benzyloxy)pentyl]triphenylphosphanium bromide [Br-].C(C1=CC=CC=C1)OCCCCC[P+](C1=CC=CC=C1)(C1=CC=CC=C1)C1=CC=CC=C1